CC1=CC=C(C=C1)S(=O)(=O)OC1CN2C3=C(C=C(C=C3C1)F)C=C2 8-fluoro-5,6-dihydro-4H-pyrrolo[3,2,1-ij]quinolin-5-yl 4-methylbenzenesulfonate